FC1=C(C=C(C(=O)C=2C(=C(C(=O)Cl)C=CC2)Cl)C=C1)C(F)(F)F 4-fluoro-3-(trifluoromethyl)benzoylchlorobenzoylchloride